The molecule is an olefinic fatty acid that is octanoic acid carrying a double bond at position 2 (the 2E-isomer). It has a role as an animal metabolite. It is a medium-chain fatty acid, a monounsaturated fatty acid, a straight-chain fatty acid and an olefinic fatty acid. It is a conjugate acid of a (2E)-oct-2-enoate. CCCCC/C=C/C(=O)O